C1(CCC1)C1=CNC2=NC=C(C=C21)C=2N=NN(C2)CC2=CC=C(S2)C=2OC(=NN2)C(F)F 2-[5-[[4-(3-cyclobutyl-1H-pyrrolo[2,3-b]pyridin-5-yl)triazol-1-yl]methyl]thiophen-2-yl]-5-(difluoromethyl)-1,3,4-oxadiazole